C(C)(C)(C)OC(=O)N1C2=C(OCC1)N=CC(=C2C)N2CC=1N=C(N=CC1CC2)NC2=CC(=C(C=C2)N)C.C2(=CC=CC=C2)NCCC=C 4-(N-phenyl)amino-1-butene tert-butyl-7-{2-[(4-amino-3-methylphenyl)amino]-5H,6H,7H,8H-pyrido[3,4-d]pyrimidin-7-yl}-8-methyl-1H,2H,3H-pyrido[2,3-b][1,4]oxazine-1-carboxylate